1-((R)-2-hydroxy-2-((3R,5R,8R,9R,10S,13S,14S,15R,17S)-3-hydroxy-3,13,15-trimethylhexadecahydro-1H-cyclopenta[a]phenanthren-17-yl)propyl)-1H-pyrazole-4-carbonitrile O[C@](CN1N=CC(=C1)C#N)(C)[C@H]1C[C@H]([C@H]2[C@@H]3CC[C@@H]4C[C@](CC[C@@H]4[C@H]3CC[C@]12C)(C)O)C